5-chloro-2-(4-fluoro-2-(methoxy-d3)phenoxy)-N-(4-fluoro-3-(methylthio)phenyl)-4-(Trifluoromethyl)benzamide ClC=1C(=CC(=C(C(=O)NC2=CC(=C(C=C2)F)SC)C1)OC1=C(C=C(C=C1)F)OC([2H])([2H])[2H])C(F)(F)F